5-(2-thienoyl)amino-3-(1-neopentylpiperidin-4-yl)-1H-indole S1C(=CC=C1)C(=O)NC=1C=C2C(=CNC2=CC1)C1CCN(CC1)CC(C)(C)C